C1(CCCC1)NC1=C2C(=NC(=C1)NC1=CC=C(C=3OCCOC31)C3=CC=NN3C)NC=C2C#N 4-(cyclopentylamino)-6-((8-(1-methyl-1H-pyrazol-5-yl)-2,3-dihydrobenzo[b][1,4]dioxin-5-yl)amino)-1H-pyrrolo[2,3-b]pyridine-3-carbonitrile